3-azabicyclo[3.2.1]oct-3-yl-[3-(benzofuran-3-yl)-1-(methylsulfanylmethyl)pyrazolo[4,3-c]pyridin-6-yl]methanone C12CN(CC(CC1)C2)C(=O)C2=CC1=C(C=N2)C(=NN1CSC)C1=COC2=C1C=CC=C2